FC(C1=NC=C(C=N1)C=O)(F)F 2-trifluoromethylpyrimidine-5-carboxaldehyde